2-(6-{5-chloro-2-[(oxan-4-yl)amino]pyrimidin-4-yl}-1-oxo-2,3-dihydro-1H-isoindol-2-yl)-N-[(1S)-1-(4-fluorophenyl)-2-hydroxyethyl]-acetamide ClC=1C(=NC(=NC1)NC1CCOCC1)C1=CC=C2CN(C(C2=C1)=O)CC(=O)N[C@H](CO)C1=CC=C(C=C1)F